Cl.N1=CN=CC2=C1NC(C=C2)=O pyrido[2,3-d]pyrimidin-7(8H)-one hydrochloride